cis-N1-(5-(imidazo[1,2-a]pyridin-6-yl)pyrrolo[2,1-f][1,2,4]triazin-2-yl)cyclohexane-1,4-diamine N=1C=CN2C1C=CC(=C2)C=2C=CN1N=C(N=CC12)N[C@@H]1CC[C@@H](CC1)N